(S)-9-amino-4-ethyl-8-fluoro-4-hydroxy-11-((4-(phenylsulfonyl)piperazin-1-yl)methyl)-1,12-dihydro-14H-pyrano[3',4':6,7]indolizino[1,2-b]quinoline-3,14(4H)-dione NC1=CC=2C(=C3C(=NC2C=C1F)C1=CC2=C(C(N1C3)=O)COC([C@]2(O)CC)=O)CN2CCN(CC2)S(=O)(=O)C2=CC=CC=C2